2-((3-chloro-4-fluorophenyl)((4-(trifluoromethyl)benzyl)oxy)methyl)-5-methyl-4-(methylsulfonyl)-1H-imidazole ClC=1C=C(C=CC1F)C(C=1NC(=C(N1)S(=O)(=O)C)C)OCC1=CC=C(C=C1)C(F)(F)F